(Z)-3-methyl-N'-(nicotinoyloxy)benzamidine CC=1C=C(/C(=N/OC(C2=CN=CC=C2)=O)/N)C=CC1